(R)-2-((3'-ethoxy-4'-(7-oxo-6,7-dihydro-3H-[1,2,3]triazolo[4,5-d]pyrimidin-5-yl)-[1,1'-biphenyl]-3-yl)methyl)butanoic acid C(C)OC=1C=C(C=CC1C=1NC(C2=C(N1)NN=N2)=O)C2=CC(=CC=C2)C[C@H](C(=O)O)CC